C(CC(C)C)N1C(C=2N(C=3C(=CC=CC3C2)N2C(C=3N(C=4C(=CC=CC4C3)C=3C(=NN(C3C)C)C)C(C2)C)=O)CC1)=O 2-(2-isopentyl-1-oxo-3,4-dihydropyrazino[1,2-a]indol-6-yl)-4-methyl-6-(1,3,5-trimethylpyrazol-4-yl)-3,4-dihydropyrazino[1,2-a]indol-1-one